benzyl glutaminate p-toluenesulfonate salt CC1=CC=C(C=C1)S(=O)(=O)O.N[C@@H](CCC(N)=O)C(=O)OCC1=CC=CC=C1